(methylthio)benzoic acid methyl ester COC(C1=C(C=CC=C1)SC)=O